ethyl 2-(2-((5-(3-(aminomethyl)phenyl)-7-cyclopropyl-2-(difluoromethyl)benzofuran-3-yl)methoxy)-4-methoxyphenyl)acetate NCC=1C=C(C=CC1)C=1C=C(C2=C(C(=C(O2)C(F)F)COC2=C(C=CC(=C2)OC)CC(=O)OCC)C1)C1CC1